1,1-dimethylethyl ((1R)-2-{[4-(1,3-dihydro-2-benzofuran-4-yloxy) phenyl]amino}-1-methyl-2-oxoethyl)carbamate C1OCC2=C1C=CC=C2OC2=CC=C(C=C2)NC([C@@H](C)NC(OC(C)(C)C)=O)=O